(R)-N-(3-chloro-4-fluorophenyl)-6-methyl-7-(2-oxo-2-((1,1,1-trifluoropropan-2-yl)amino)acetyl)-2,3-dihydro-1H-pyrrolizine-5-carboxamide ClC=1C=C(C=CC1F)NC(=O)C=1N2CCCC2=C(C1C)C(C(N[C@@H](C(F)(F)F)C)=O)=O